3-(3-chloro-4-fluorophenyl)-1-(2-oxo-1,2-dihydropyridin-4-yl)-1-((4,5,6,7-tetrahydro-1H-indazol-3-yl)methyl)urea ClC=1C=C(C=CC1F)NC(N(CC1=NNC=2CCCCC12)C1=CC(NC=C1)=O)=O